C(#C)[C@@H]1N(CCC1)C(=O)OC methyl (R)-2-ethynylpyrrolidine-1-carboxylate